3-bromo-7-(pyrrolidin-1-yl)-6,7-dihydro-5H-pyrido[2,3-b]azepin-8(9H)-one BrC1=CC2=C(NC(C(CC2)N2CCCC2)=O)N=C1